disalicylidene-1,2-cyclohexanediamine C(C=1C(O)=CC=CC1)=C1C(C(C(CC1)N)N)=CC=1C(O)=CC=CC1